2',4',6'-trimethyl-[1,1'-biphenyl]-4-amine CC1=C(C(=CC(=C1)C)C)C1=CC=C(C=C1)N